(R)-1-(1-(3-chloro-2-fluorophenyl)-2,2,2-trifluoroethyl)-4-((3-fluoro-6-((5-methyl-1H-pyrazol-3-yl)amino)pyridin-2-yl)methyl)-piperidine-4-carboxylic acid ClC=1C(=C(C=CC1)[C@H](C(F)(F)F)N1CCC(CC1)(C(=O)O)CC1=NC(=CC=C1F)NC1=NNC(=C1)C)F